ClC=1C(=CC(=C(N)C1)C)C=1C=NC(=CC1)OCC(F)(F)F 5-Chloro-2-methyl-4-(6-(2,2,2-trifluoroethoxy)pyridin-3-yl)aniline